FC=1C=C(C=C(C1)F)CNCC[C@]1(CCOC2(CCCC2)C1)C1=CC(=CC=C1)OC(F)(F)F [(3,5-difluorophenyl)methyl]({2-[(9R)-9-[3-(trifluoromethoxy)phenyl]-6-oxaspiro[4.5]decan-9-yl]ethyl})amine